5,7-di-tert-butyl-3-[4-[2-[2-[2-[2-(2-hydroxyethoxy)ethoxy]ethoxy]-ethoxy]ethoxy]phenyl]-3H-benzofuran-2-one C(C)(C)(C)C=1C=C(C2=C(C(C(O2)=O)C2=CC=C(C=C2)OCCOCCOCCOCCOCCO)C1)C(C)(C)C